OC(CON1CCC(CC1)CC=1C=NC(=CC1)C)CN1CCCCC1 N-(2-hydroxy-3-(piperidin-1-yl)propoxy)-4-((6-methylpyridin-3-yl)methyl)piperidine